C(C1=CC=CC=C1)N1CC=2C(N=C3N(C2CC1)CCN3CC3=CC=NC=C3)=O 7-benzyl-3-(4-pyridinylmethyl)-2,3,6,7,8,9-hexahydroimidazo[1,2-a]pyrido[3,4-e]pyrimidin-5(1H)-one